Cl.C(C)(C)OC=1C=2N(C=NC1C=1C=NNC1)N=C(N2)N[C@@H]2[C@@H](CNCC2)C 8-isopropoxy-N-((3R,4S)-3-methylpiperidin-4-yl)-7-(1H-pyrazol-4-yl)-[1,2,4]Triazolo[1,5-c]Pyrimidin-2-amine hydrochloride